N1=CN=C2NC=NC2=C1C=1C(=NC=CC1)NC=1C=CC(=C(C1)NC(C1=CC(=CC(=C1)C(F)(F)F)C#N)=O)F N-(5-(3-(9H-purin-6-yl)pyridin-2-ylamino)-2-fluorophenyl)-3-cyano-5-(trifluoromethyl)benzamid